(2-hydroxy-2-(4-(2-hydroxypropan-2-yl)phenyl)ethyl)-5-phenyloctahydrocyclopenta[c]pyrrol-5-ol OC(CC1NCC2C1CC(C2)(O)C2=CC=CC=C2)C2=CC=C(C=C2)C(C)(C)O